5-methoxy-4,5,6,7-tetrahydrobenzo[c]thiophene-1-sulfonimidamide COC1CC=2C(=C(SC2)S(=O)(N)=N)CC1